C(C)(C)(C)OC(=O)N1[C@@H](CCC1)C1=C2CCN(CC2=CC(=C1)Cl)C(=O)[O-] (S)-5-(1-(tert-Butoxycarbonyl)pyrrolidin-2-yl)-7-chloro-3,4-dihydroisoquinoline-2(1H)-carboxylate